Isopropyl-2-((5-acrylamido-4-((2-((tert-butoxycarbonyl)(methyl)amino)ethyl)(methyl)amino)-2-Methoxyphenyl)amino)-4-(3,3,5-trimethyl-2,3-dihydro-1H-pyrrolo[3,2-b]pyridin-1-yl)pyrimidine C(C)(C)C=1C(=NC(=NC1)NC1=C(C=C(C(=C1)NC(C=C)=O)N(C)CCN(C)C(=O)OC(C)(C)C)OC)N1CC(C2=NC(=CC=C21)C)(C)C